(E)-3-(2-((4-((S)-2-(4-chloro-2-fluorophenyl)-2-methylbenzo[d][1,3]dioxol-4-yl)piperidin-1-yl)methyl)-1-((R)-2-methoxypropyl)-1H-imidazol-5-yl)acrylic acid ClC1=CC(=C(C=C1)[C@@]1(OC2=C(O1)C=CC=C2C2CCN(CC2)CC=2N(C(=CN2)/C=C/C(=O)O)C[C@@H](C)OC)C)F